ClC1=C(C(=CC(=C1)F)F)NC(C1=C(C=C(C(=C1)F)N1N=C2N(CCCC2)C1=O)O[C@H](C(F)(F)F)C)=O N-(2-chloro-4,6-difluorophenyl)-5-fluoro-4-(3-oxo-5,6,7,8-tetrahydro[1,2,4]triazolo[4,3-a]pyridin-2(3H)-yl)-2-{[(2S)-1,1,1-trifluoropropan-2-yl]oxy}benzamide